bicyclo[3.2.0]hepta-2,6-diene C12C=CCC2C=C1